CN1N=CC(=C1B1OCC(C(O1)(C)C)(C)C)C 1,4-dimethyl-5-(4,4,5,5-tetramethyl-1,3,2-dioxaborinan-2-yl)-1H-pyrazole